FC1=CC=CC(=N1)NS(=O)(=O)C=1SC(=C(N1)C)C(=O)O 2-(N-(6-fluoropyridin-2-yl)sulfamoyl)-4-methylthiazole-5-carboxylic acid